1-((1s,3r)-3-(but-2-en-1-yl)-2,2-dimethylcyclopropyl)hexane-2,5-dione C(C=CC)[C@H]1C([C@H]1CC(CCC(C)=O)=O)(C)C